C1=CC=CC=2C3=CC=CC=C3C(C12)COC(=O)N[C@H](C(=O)O)[C@@H](O)C1=CC=C(C=C1)C#N (2S,3S)-2-((((9H-fluoren-9-yl)methoxy)carbonyl)amino)-3-(4-cyanophenyl)-3-hydroxypropanoic acid